2-(4-hydroxy-phenyl)-3-methyl-1H-indole OC1=CC=C(C=C1)C=1NC2=CC=CC=C2C1C